2-((4-(1-hydroxy-2,2-dimethylpropyl)-2-(2-methoxy-7-methylquinoxalin-5-yl)benzo[d]thiazol-6-yl) oxy)ethyl (5-cyanopyridin-3-yl)carbamate C(#N)C=1C=C(C=NC1)NC(OCCOC1=CC2=C(N=C(S2)C2=C3N=CC(=NC3=CC(=C2)C)OC)C(=C1)C(C(C)(C)C)O)=O